N1=CN=CC2=C1N(C=C2)C2C=CC(C2O)O 5-(7H-pyrrolo[2,3-d]pyrimidin-7-yl)cyclopent-3-ene-1,2-diol